FC1=C(C=C(C(=C1O)F)C(F)(F)F)C1=NN(C2=NC(=NC=C21)N2CCC1(CCN(C1=O)C)CC2)C 8-(3-(2,4-Difluoro-3-hydroxy-5-(trifluoromethyl)phenyl)-1-methyl-1H-pyrazolo[3,4-d]pyrimidin-6-yl)-2-methyl-2,8-diazaspiro[4.5]decan-1-one